C1(=CC(=CC=C1)C(=O)OC1=CC=CC(=C1C)Cl)C chlorocresol m-toluate